4-(3-(1H-pyrazol-5-yl)piperidin-1-yl)-6-cyclopropylpyrimidin-2-amine N1N=CC=C1C1CN(CCC1)C1=NC(=NC(=C1)C1CC1)N